[N+](=O)([O-])C1=C(C=CC=C1)N1C(C=CC1=O)=O N-(nitrophenyl)maleimide